C(C1=C(C(=CC(=C1)C)C1CCCCC1)O)C1=C(C(=CC(=C1)C)C1CCCCC1)O 2,2'-methylidenebis(6-cyclohexyl-4-methylphenol)